butyl(phenylethyl)phosphinate C(CCC)P([O-])(=O)CCC1=CC=CC=C1